2-chloro-5-nitro-N-([4-[5-(oxetan-3-yl)-3-(trifluoromethyl)pyrazol-1-yl]phenyl]methyl)pyrimidin-4-amine ClC1=NC=C(C(=N1)NCC1=CC=C(C=C1)N1N=C(C=C1C1COC1)C(F)(F)F)[N+](=O)[O-]